(+)-3-Hydroxy-4-(4-methylbenzyl)dihydrofuran-2(3H)-one OC1C(OCC1CC1=CC=C(C=C1)C)=O